C(C1=CC=CC=C1)N1C(C(NC2=C(C=CC=C12)C)=O)C(F)F 4-benzyl-3-(difluoromethyl)-8-methyl-3,4-dihydroquinoxalinone